ClC1=CC(=CC(=N1)C1=CC(=NC=N1)C(=O)NC)[C@@H]1CN[C@H](CO1)COC 6-(6-chloro-4-((2R,5S)-5-(methoxymethyl)morpholin-2-yl)pyridin-2-yl)-N-methylpyrimidine-4-carboxamide